C1(=CC=CC=C1)C1=NC(=NC(=C1)C1CCNCC1)NC1=CC(=CC=C1)C(F)(F)F 4-phenyl-6-(piperidin-4-yl)-N-(3-(trifluoromethyl)phenyl)pyrimidin-2-amine